ethyl-5-(pyridin-3-yl)-2-(4-(trifluoromethyl)phenyl)oxazole-4-carboxamide C(C)NC(=O)C=1N=C(OC1C=1C=NC=CC1)C1=CC=C(C=C1)C(F)(F)F